[Si](C1=CC=CC=C1)(C1=CC=CC=C1)(C(C)(C)C)OC[C@@]1([C@@H](C1)C(=O)OCC)F trans-ethyl 2-((tert-butyldiphenylsilyloxy)methyl)-2-fluorocyclopropanecarboxylate